3-((2-hydroxyphenyl)-amino)naphthalen-2-one OC1=C(C=CC=C1)NC=1C(CC2=CC=CC=C2C1)=O